4-amino-N-(3,3-dimethyl-2-oxopyrrolidin-1-yl)-7-fluoro-1-methyl-N-((5-(trifluoromethyl)pyridin-2-yl)methyl)-1H-pyrazolo[4,3-c]quinoline-8-carboxamide NC1=NC=2C=C(C(=CC2C2=C1C=NN2C)C(=O)N(CC2=NC=C(C=C2)C(F)(F)F)N2C(C(CC2)(C)C)=O)F